(2R,3S,4R,5R)-5-cyano-4-hydroxy-2-(hydroxymethyl)-5-(4-pentanamidopyrrolo[2,1-f][1,2,4]triazin-7-yl)tetrahydrofuran-3-yl 2-ethylbutanoate C(C)C(C(=O)O[C@@H]1[C@H](O[C@]([C@@H]1O)(C1=CC=C2C(=NC=NN21)NC(CCCC)=O)C#N)CO)CC